5-(4-((7-ethyl-6-oxo-5H-1,5-naphthyridin-3-yl)methyl)piperazin-1-yl)-N-(methyl-d3)pyridine-2-carboxamide C(C)C=1C(NC=2C=C(C=NC2C1)CN1CCN(CC1)C=1C=CC(=NC1)C(=O)NC([2H])([2H])[2H])=O